FC1(CC12CCN(CC2)C[C@H]2NC(CC2)C)F 1,1-difluoro-6-(((2S)-5-methylpyrrolidin-2-yl)methyl)-6-aza-spiro[2.5]octane